C(CCCCCC(=O)[O-])(=O)OCC(COC(CCCCCC(=O)[O-])=O)COC(CCC(CCCCCC)OC(NCCN1CCCC1)=O)=O (2-(((4-(((2-(pyrrolidin-1-yl)ethyl)carbamoyl)oxy)decanoyl)oxy)methyl)propane-1,3-diyl) di(heptanedioate)